IC=1C=C(CNC2=C3N=CN(C3=NC(=N2)C#CC)[C@@H]2SC[C@H]([C@H]2O)O)C=CC1 (2R,3R,4S)-2-(6-((3-iodobenzyl)amino)-2-(prop-1-yn-1-yl)-9H-purin-9-yl)tetrahydrothiophene-3,4-diol